FC=1C=C2C(N(C(=NC2=C(C1)\C(\C)=N/[S@](=O)C(C)(C)C)N1CCOCC1)C)=O (NZ,R)-N-[1-(6-fluoro-3-methyl-2-morpholino-4-oxo-quinazolin-8-yl)ethylidene]-2-methyl-propane-2-sulfinamide